C(C)(C)(C)C=1N(C=CN1)CC1=CC=C(C=C1)C=1N=C(SC1S(=O)(=O)NC(NCC=1SC=CC1)=O)CC(C)C 4-(4-((2-(tert-Butyl)-1H-imidazol-1-yl)methyl)phenyl)-2-isobutyl-N-((thiophen-2-ylmethyl)carbamoyl)thiazole-5-sulfonamide